N1=CC=CC=2CCCN(C12)C(=O)O [1,8]Naphthyridine-8(6H)-carboxylic acid